N-[(1-amino-6-isoquinolinyl)methyl]-2,5-dichloropyridine-3-carboxamide NC1=NC=CC2=CC(=CC=C12)CNC(=O)C=1C(=NC=C(C1)Cl)Cl